di((Z)-non-2-en-1-yl)9-((4-(dimethylamino)butyryl)oxy)heptadecanediolate C(\C=C/CCCCCC)C(C([O-])([O-])C\C=C/CCCCCC)CCCCCCC(CCCCCCCC)OC(CCCN(C)C)=O